C(C)S(=O)(=O)C=1C(=NC(=CC1)C1=NC=CC=N1)N 3-ethylsulfonyl-6-pyrimidin-2-yl-pyridin-2-amine